CC=1C=C(N)C=CC1C=C 3-Methyl-4-vinylaniline